NC1=NC=CC(=C1Cl)SC1=C(C(=NC=C1)N)Cl (2-amino-3-chloropyridin-4-yl)sulfide